(thiophen-3-yl)-3-(p-tolyl)isoquinoline S1C=C(C=C1)C1=NC(=CC2=CC=CC=C12)C1=CC=C(C=C1)C